4-((6-ethynylquinolin-4-yl)amino)-N-(4-(pyridin-4-ylamino)phenyl)benzamide C(#C)C=1C=C2C(=CC=NC2=CC1)NC1=CC=C(C(=O)NC2=CC=C(C=C2)NC2=CC=NC=C2)C=C1